9,9-dimethyl-8-oxo-2-(pyridazin-4-yl)-2-azaspiro[4.5]dec-6-ene-7-carbonitrile CC1(C(C(=CC2(CCN(C2)C2=CN=NC=C2)C1)C#N)=O)C